C(=O)O.C(=O)O.C1CC12NCCC(C2)N2C(=CC1=C2N=NC(=C1)C1=C(C=C(C=C1)N1N=NC=C1)O)C 2-[7-(4-azaspiro[2.5]octan-7-yl)-6-methyl-7H-pyrrolo[2,3-c]pyridazin-3-yl]-5-(1H-1,2,3-triazol-1-yl)phenol diformate